2-(6'-chloro-4'-(((1S,3S)-3-(hydroxymethyl)cyclohexyl)amino)-[2,3'-bipyridin]-5-yl)-1,1,1-trifluoropropan-2-ol ClC1=CC(=C(C=N1)C1=NC=C(C=C1)C(C(F)(F)F)(C)O)N[C@@H]1C[C@H](CCC1)CO